CCCCCCCCCC1=CC(=CC=C1)O isononylPhenol